FC1=C(C=C2NC(C(N(C2=C1)CCCC(=O)OCC)=O)=O)[N+](=O)[O-] ethyl 4-(7-fluoro-6-nitro-2,3-dioxo-3,4-dihydroquinoxalin-1(2H)-yl)butanoate